C(CC(C)CCC=C(C)C)(=O)OCC1CCC1 cyclobutylmethyl citronellate